Methyl 4-[(1S)-1-[[4-[5-(cyclohexylmethoxy)-2-pyridyl]cyclopentanecarbonyl]amino]ethyl]benzoate C1(CCCCC1)COC=1C=CC(=NC1)C1CCC(C1)C(=O)N[C@@H](C)C1=CC=C(C(=O)OC)C=C1